O=CCC(=O)NOC1OCCCC1 3-oxo-N-((tetrahydro-2H-pyran-2-yl)oxy)propanamide